di-tert-butyl 3-oxo-2,8-diazaspiro[4.5]decane-2,8-dicarboxylate O=C1N(CC2(C1)CCN(CC2)C(=O)OC(C)(C)C)C(=O)OC(C)(C)C